N1C=NC2=C1C=CC(=C2)N2C(OCC2C2=CC=C(C=C2)C2CCN(CC2)C)=O 3-(1H-Benzo[d]imidazol-5-yl)-4-(4-(1-methylpiperidin-4-yl)phenyl)oxazolidin-2-on